(3aR,4S,5R,7aS)-4-amino-2-(5-(4-fluoro-2-methoxyphenyl)imidazo[2,1-b][1,3,4]thiadiazol-2-yl)octahydro-1H-isoindol-5-ol N[C@H]1[C@H]2CN(C[C@H]2CC[C@H]1O)C1=NN2C(S1)=NC=C2C2=C(C=C(C=C2)F)OC